1-(2-(trifluoromethyl)pyrimidin-5-yl)ethanamine HCl Cl.FC(C1=NC=C(C=N1)C(C)N)(F)F